N-(5-((2-methoxy-3-(1-methyl-1H-1,2,4-triazol-3-yl)phenyl)amino)-6-(1H-tetrazol-5-yl)pyridazin-3-yl)cyclopropanecarboxamide COC1=C(C=CC=C1C1=NN(C=N1)C)NC=1C=C(N=NC1C1=NN=NN1)NC(=O)C1CC1